C(C1=CC=CC=C1)OC(=O)N(C(CC(=O)OCC(CCCCCCCC)CCCCCC)CCCCCCCCC)CCCN(C)C 2-hexyldecyl 3-{[(benzyloxy)carbonyl][3-(dimethylamino)-propyl]amino}dodecanoate